O=C1NC(CC[C@@H]1N1C(C2=CC=C(C=C2C1=O)N1CCN(CC1)CCC1CCN(CC1)C(=O)OC(C)(C)C)=O)=O tert-butyl 4-[2-[4-[2-[(3S)-2,6-dioxo-3-piperidyl]-1,3-dioxo-isoindolin-5-yl]piperazin-1-yl]ethyl]piperidine-1-carboxylate